2-Propanyl 4-{(3S,5aR,6R,7R,8aS)-6-[(1E,3R)-4-(5-chloro-2-fluorophenoxy)-3-hydroxy-1-buten-1-yl]-7-hydroxyoctahydro-2H-cyclopenta[b]oxepin-3-yl}butanoate ClC=1C=CC(=C(OC[C@@H](/C=C/[C@H]2[C@@H](C[C@@H]3OC[C@H](CC[C@@H]32)CCCC(=O)OC(C)C)O)O)C1)F